COC1=NC2=CC=CC=C2C=C1C=1C(=CN=NC1)N 5-(2-Methoxyquinolin-3-yl)pyridazin-4-amine